C1(=CC=CC=C1)N1C(=NC(=C1C1=CC=CC=C1)C1=CC=CC=C1)C1=C(C=CC2=CC=CC=C12)O 1-(1,4,5-triphenyl-1H-imidazol-2-yl)naphthalen-2-ol